9-(5-(Difluoromethyl)-1,3,4-thiadiazol-2-yl)-6-fluoro-4-(1-isobutyrylpiperidin-4-yl)-N-(1-methylcyclopropyl)-9H-pyrimido[4,5-b]indole-7-sulfonamide FC(C1=NN=C(S1)N1C2=C(C3=CC(=C(C=C13)S(=O)(=O)NC1(CC1)C)F)C(=NC=N2)C2CCN(CC2)C(C(C)C)=O)F